(2R or S)-1-{3-[(1R)-1-aminoethyl]-2-fluorophenyl}-2-cyclopropyl-1,1-difluoropropan-2-ol N[C@H](C)C=1C(=C(C=CC1)C([C@](C)(O)C1CC1)(F)F)F |o1:10|